COC(CCC(=O)C=1SC=C(N1)Br)=O 4-(4-bromothiazol-2-yl)-4-oxobutyric acid methyl ester